C(C1=CC=CC=C1)OC1=CC=C2C=C(C3(C2=C1)CCC(CC3)(C(=O)O)NC3=CC(=CC=C3)Cl)Br (1s,4s)-6'-(benzyloxy)-2'-bromo-4-(3-chloroanilino)spiro[cyclohexane-1,1'-indene]-4-carboxylic acid